C12(CNCC2CC1)C(=O)N 3-azabicyclo[3.2.0]heptane-1-carboxamide